ClC1=CC=C(N=N1)C(C)=O 1-(6-chloropyridazin-3-yl)ethan-1-one